(S)-N-((R or S)-(3-chloro-4-fluorophenyl)(4-(trifluoromethyl)phenyl)methyl)-2-methylpropane-2-sulfinamide ClC=1C=C(C=CC1F)[C@H](N[S@@](=O)C(C)(C)C)C1=CC=C(C=C1)C(F)(F)F |o1:8|